ClC1=CC=CC2=C1C(=NO2)NS(=O)(=O)C=2C=C(C=CC2)C2=CC=CC=C2 N-(4-chlorobenzo[d]isoxazol-3-yl)-[1,1-biphenyl]-3-sulfonamide